C(C)(C)(C)OC(=O)N1CCC(CC1)NC1=C(C=C(C=C1C)C=1C=C(C=2N(C1)N=CN2)C)N.OCNC Hydroxyl-Methylaminomethane tert-butyl-4-((2-amino-6-methyl-4-(8-methyl-[1,2,4]triazolo[1,5-a]pyridin-6-yl)phenyl)amino)piperidine-1-carboxylate